COC=1C=C(C=CC1OC)C1=NC2=C(N1)C=C(C(=C2)F)C2CCN(CC2)C2CCN(CC2)CC(C)C 2-(3,4-Dimethoxyphenyl)-5-fluoro-6-(1'-isobutyl-[1,4'-bipiperidin]-4-yl)-1H-benzo[d]imidazol